C(C)C(CC=1C(=C(C(=C(C1C(=O)O)C(=O)O)CC(CCCC)CC)C(=O)O)CC(CCCC)CC)CCCC tris(2-ethylhexyl)benzene-1,2,4-tricarboxylic acid